The molecule is alpha-Neup5Ac-(2->6)-D-Galp in which the anomeric configuration of the reducing-end D-galactose residue is beta. It has a role as an epitope. CC(=O)N[C@@H]1[C@H](C[C@@](O[C@H]1[C@@H]([C@@H](CO)O)O)(C(=O)O)OC[C@@H]2[C@@H]([C@@H]([C@H]([C@@H](O2)O)O)O)O)O